2-[4-[4-[(2,6-dioxo-3-piperidyl)amino]-2,6-difluoro-phenyl]-1-piperidyl]acetic acid O=C1NC(CCC1NC1=CC(=C(C(=C1)F)C1CCN(CC1)CC(=O)O)F)=O